4-(2-aminopropyl)-2-fluoroaniline NC(CC1=CC(=C(N)C=C1)F)C